(4-oxo-3,4-dihydrophthalazin-1-yl(methyl(benzoyl)azetidin-3-yl)amino)cyclopent-1-enecarboxylate O=C1NN=C(C2=CC=CC=C12)N(C1C(N(C1)C(C1=CC=CC=C1)=O)C)C1=C(CCC1)C(=O)[O-]